CC=1N(C(C2=C(N1)C(=NC(=N2)N2C[C@@H](OCC2)C=2C=NN(C2)C)C=2C=NC(=CC2)C(F)(F)F)=O)C (S)-2,3-dimethyl-6-(2-(1-methyl-1H-pyrazol-4-yl)morpholino)-8-(6-(trifluoromethyl)pyridin-3-yl)pyrimido[5,4-d]pyrimidin-4(3H)-one